FC1=C(C#N)C=CC(=C1)C1=CC(=NN1C1=C(C=C(C=C1)N1C[C@@H](CC1)OC)F)C(=O)N1C[C@@H](CCC1)NC 2-Fluoro-4-(1-(2-fluoro-4-((R)-3-methoxypyrrolidin-1-yl)phenyl)-3-((R)-3-(methylamino)piperidin-1-carbonyl)-1H-pyrazol-5-yl)benzonitril